NC=1C(=C(C=C2C=C(N=CC12)NC(=O)NC1CCC1)C1=C(C2=C(OCCN2)N=C1)C)F 1-(8-Amino-7-fluoro-6-(8-methyl-2,3-dihydro-1H-pyrido[2,3-b][1,4]oxazin-7-yl)isoquinolin-3-yl)-3-cyclobutylurea